6λ2-azaspiro[2.5]octan-5-one C1CC12CC([N]CC2)=O